C(C)(C)C1=CC=2NC(C(=CC2S1)C(=O)O)=O 2-isopropyl-5-oxo-4,5-dihydrothieno[3,2-b]pyridine-6-carboxylic acid